3-(3-(4-hydroxy-1,5-dimethyl-2-oxo-1,2-dihydropyridin-3-yl)ureido)-3-(6-oxo-1-phenyl-1,6-dihydropyridin-3-yl)propanoic acid ethyl ester C(C)OC(CC(C1=CN(C(C=C1)=O)C1=CC=CC=C1)NC(=O)NC=1C(N(C=C(C1O)C)C)=O)=O